3-(2-(((6-chloropyrimidin-4-yl)amino)methyl)-6-cyclopropylimidazo[1,2-a]pyridin-8-yl)oxetan-3-ol ClC1=CC(=NC=N1)NCC=1N=C2N(C=C(C=C2C2(COC2)O)C2CC2)C1